3'-chloro-10,10-dimethyl-10H-spiro[anthracene-9,9'-fluorene] ClC=1C=CC=2C3(C4=CC=CC=C4C2C1)C1=CC=CC=C1C(C=1C=CC=CC13)(C)C